The molecule is an oxo-fatty acyl-CoA that results from the formal condensation of the thiol group of coenzyme A with the carboxylic acid group of 3-oxodecanoic acid. It has a role as a human metabolite, a Saccharomyces cerevisiae metabolite, an Escherichia coli metabolite and a mouse metabolite. It derives from a 3-oxodecanoic acid and a decanoyl-CoA. It is a conjugate acid of a 3-oxodecanoyl-CoA(4-). CCCCCCCC(=O)CC(=O)SCCNC(=O)CCNC(=O)[C@@H](C(C)(C)COP(=O)(O)OP(=O)(O)OC[C@@H]1[C@H]([C@H]([C@@H](O1)N2C=NC3=C(N=CN=C32)N)O)OP(=O)(O)O)O